C(CCC)[C@H]1N(S(C2=C(N(C1)CC(C)(C)C)C=C(C(=C2)O\C=C(\C(=O)O)/F)SC)(=O)=O)C (R,Z)-3-((3-butyl-2-methyl-7-(methylthio)-5-neopentyl-1,1-dioxido-2,3,4,5-tetrahydrobenzo[f][1,2,5]thiadiazepin-8-yl)oxy)-2-fluoroacrylic acid